O1CCC(CC1)=CC=1C=C(C=2N=CN=C(C2N1)N[C@@H]1CNCCC1)C(=O)N 6-[(oxan-4-ylidene)methyl]-4-{[(3S)-piperidin-3-yl]amino}pyrido[3,2-d]pyrimidine-8-carboxamide